C1(CC1)C1=C(C(=NO1)C1=C(C=CC=C1Cl)Cl)CO[C@H]1[C@@H]2C(N([C@H](C1)C2)C=2N=CC(=NC2)C(=O)O)=O 5-[(1s,4r,5r)-5-{[5-cyclopropyl-3-(2,6-dichlorophenyl)-1,2-oxazol-4-yl]Methoxy}-3-oxo-2-azabicyclo[2.2.1]Heptane-2-yl]Pyrazine-2-carboxylic acid